FC=1C(=C(C=C(C1)F)[Ir+]C1=C(C(=CC(=C1)F)F)C1=NC=C(C=C1)C(F)(F)F)C1=NC=C(C=C1)C(F)(F)F bis[3,5-difluoro-2-[5-(trifluoromethyl)-2-pyridyl]phenyl]iridium (1+)